4-acryloyl-Oxy-4'-methoxybenzophenone C(C=C)(=O)OC1=CC=C(C(=O)C2=CC=C(C=C2)OC)C=C1